(4-amino-2,3-dihydro-1H-inden-5-yl)(cyclopropyl)methanol NC1=C2CCCC2=CC=C1C(O)C1CC1